S1C(=NC2=C1C=CC=C2)NC(=O)C=2C=CC=C1CCN(CC21)C2=CC=C(C(=N2)C(=O)OC(C)(C)C)C=2C(=C(O[C@H](CCC1CCN(CC1)CC(=O)O)C)C=CC2)C 2-[4-[(3S)-3-[3-[6-[8-(1,3-benzothiazol-2-ylcarbamoyl)-3,4-dihydro-1H-isoquinolin-2-yl]-2-tert-butoxycarbonyl-3-pyridyl]-2-methyl-phenoxy]butyl]-1-piperidyl]acetic acid